BrC=1C=NC(=NC1)NC1=C(C=CC=C1)OC(F)(F)F 5-bromo-N-[2-(trifluoromethoxy)phenyl]pyrimidin-2-amine